NC1=C(C=CC=C1)C1=NN(C=C1)C(=O)OC(C)(C)C Tert-butyl 3-(2-aminophenyl)-1H-pyrazole-1-carboxylate